FC=1C=C(COC2=NC(N3C(N4[C@]5(CO[C@@H](C4)C5)C3)=C2)=O)C=C(C1OC=1C=NC=C(C1)C(F)(F)F)F (3R,11aS)-7-((3,5-difluoro-4-((5-(trifluoromethyl)pyridin-3-yl)oxy)benzyl)oxy)-3,4-dihydro-1H,9H,11H-3,11a-methanopyrimido[6',1':2,3]imidazo[5,1-c][1,4]oxazin-9-one